N-methyl-2,5,8,11-tetraoxatridecan-13-amine CNCCOCCOCCOCCOC